(1-methyl-1H-indol-5-yl)methan-amine CN1C=CC2=CC(=CC=C12)CN